thiazol-5,4-d S1C=NC(=C1[2H])[2H]